C1(=CC=CC=C1)NO N-phenyl-hydroxylamine